N1N=CC=C1[C@@H]1CN(CCC1)C(=O)OCC1=CC=CC=C1 benzyl (S)-3-(1H-pyrazol-5-yl)piperidine-1-carboxylate